FC1=C(C=CC(=C1)F)C1=CN=C(N1)[C@H](CCCCCC(CC)=O)NC(=O)[C@H]1CC12CCN(CC2)C (S)-N-((S)-1-(5-(2,4-Difluorophenyl)-1H-imidazol-2-yl)-7-oxononyl)-6-methyl-6-azaspiro[2.5]octan-1-carboxamid